tert-butyl ((5-((3-(methylsulfonyl)-5-(1H-pyrazol-4-yl)phenyl) sulfonyl)thiophen-2-yl)methyl)carbamate CS(=O)(=O)C=1C=C(C=C(C1)C=1C=NNC1)S(=O)(=O)C1=CC=C(S1)CNC(OC(C)(C)C)=O